(S)-7-((6-((dimethylamino)methyl)-5-(tetrahydrofuran-3-yl)pyridin-2-yl)amino)-4-(7-fluoroimidazo[1,2-a]pyridin-3-yl)isoindolin-1-one L-malate monohydrate O.C([C@@H](O)CC(=O)O)(=O)O.CN(C)CC1=C(C=CC(=N1)NC=1C=CC(=C2CNC(C12)=O)C1=CN=C2N1C=CC(=C2)F)[C@H]2COCC2